hydroxylamine acrylate C(C=C)(=O)O.NO